C1(CC1)N1N=CC(=C1)C1=CC(=NC=C1)N(C(=O)[C@@H]1CC[C@H](CC1)C(=O)O)CC12CCC(CC1)(CC2)C2=CC(=C(C=C2)OC)C trans-4-((4-(1-Cyclopropyl-1H-pyrazol-4-yl)pyridin-2-yl)((4-(4-methoxy-3-methylphenyl)bicyclo[2.2.2]octan-1-yl)methyl)carbamoyl)cyclohexanecarboxylic acid